C(C)(C)(C)OC(=O)N[C@@H]1[C@H](CC(CC1)=C)C(=O)OCC ethyl (1S,2S)-2-((tert-butoxycarbonyl)amino)-5-methylenecyclohexane-1-carboxylate